C(C)OC=1C(=C(C(=C2C=NNC12)C=1C=CC=2N(C1)C=C(N2)NC(=O)[C@H]2[C@H](C2)F)SC)F (1S,2S)-N-(6-(7-ethoxy-6-fluoro-5-(methylthio)-1H-indazol-4-yl)imidazo[1,2-a]pyridin-2-yl)-2-fluorocyclopropane-1-carboxamide